C(C)(C)(C)OC(=O)N[C@@H](C(C)C)C(=O)N[C@@H](CC1=CC=CC=C1)C(=O)OC methyl (tert-butoxycarbonyl)-L-valyl-L-phenylalaninate